1-(2-(dimethylamino)ethyl)-N1,N2-diethyl-N4-(4-(5-fluoro-1-methyl-1H-indol-3-yl)-7H-pyrrolo[2,3-d]pyrimidin-2-yl)benzene-1,2,4-triamine CN(CCC1(C(C=C(C=C1)NC=1N=C(C2=C(N1)NC=C2)C2=CN(C1=CC=C(C=C21)F)C)NCC)NCC)C